ClC1=C(C(=C(C=C1)C(F)F)CCl)F 1-chloro-3-(chloromethyl)-4-(difluoromethyl)-2-fluorobenzene